bis(1-oxyl-2,2,6,6-tetramethylpiperidin-4-yl) octanedioate C(CCCCCCC(=O)OC1CC(N(C(C1)(C)C)O)(C)C)(=O)OC1CC(N(C(C1)(C)C)O)(C)C